COC=1C=C(C(=O)NC)C=CC1NCC#CC=1N(C2=CC=CC(=C2C1)NC1CCC(CC1)N1CCOCC1)CC(F)(F)F 3-methoxy-N-methyl-4-{[3-(4-{[(1S,4S)-4-(morpholin-4-yl)cyclohexyl]amino}-1-(2,2,2-trifluoro-ethyl)-1H-indol-2-yl)prop-2-yn-1-yl]amino}benzamide